ClC1=CC(=C(C=C1)[C@@]1(OC2=C(O1)C=CC=C2C2CCN(CC2)CC=2N(C(=C(N2)C(F)(F)F)/C=C/C(=O)OCC)C[C@H]2OCC2)C)F Ethyl (E)-3-(2-((4-((S)-2-(4-chloro-2-fluorophenyl)-2-methylbenzo[d][1,3]dioxol-4-yl)piperidin-1-yl)methyl)-1-(((S)-oxetan-2-yl)methyl)-4-(trifluoromethyl)-1H-imidazol-5-yl)acrylate